COC1=C(N=C2C(=N1)NC(=N2)C(F)(F)F)OC2=CC=C(C=C2)C(F)(F)F 6-Methoxy-2-(trifluoromethyl)-5-(4-(trifluoromethyl)phenoxy)-1H-imidazo[4,5-b]pyrazin